ClC1=CC(=C(C(=C1)C)C1=CN(C=C1C1(OC1(C1=CC=CC=C1)C1=CC=CC=C1)C1=CC=C(C=C1)OC)S(=O)(=O)C1=CC=C(C)C=C1)C 3-(4-chloro-2,6-dimethylphenyl)-4-(2-(4-methoxyphenyl)-3,3-diphenyloxiran-2-yl)-1-tosyl-1H-pyrrole